C(C=C)(=O)O.C(C)(=O)OC=C vinyl acetate, acrylic acid salt